2-{7-[(1s,3s)-3-hydroxy-3-methylcyclobutyl]-6-methyl-7H-pyrrolo[2,3-c]pyridazin-3-yl}-3-methyl-5-(trifluoromethyl)phenol OC1(CC(C1)N1C(=CC2=C1N=NC(=C2)C2=C(C=C(C=C2C)C(F)(F)F)O)C)C